1-Boc-3-pyrrolidinone C(=O)(OC(C)(C)C)N1CC(CC1)=O